N1C=NC2=C1C=CC(=C2)N2C(C(=C(C2C2=NC1=C(C=CC=C1C=C2)O)C(CC(C)C)=O)O)=O 1-(1H-Benzoimidazol-5-yl)-3-hydroxy-5-(8-hydroxy-quinolin-2-yl)-4-(3-methyl-butyryl)-1,5-dihydro-pyrrol-2-one